bismuth scandium lead [Pb].[Sc].[Bi]